C(C1=CC=CC=C1)N(C(=O)N1[C@H]2[C@H](N(C[C@@H]1CC2)C(C(C2=CC=CC=C2)C2=CC=CC=C2)=O)C(=O)O)C (1R,2S,5S)-8-(benzyl-(methyl)carbamoyl)-3-(2,2-diphenylacetyl)-3,8-diazabicyclo[3.2.1]octane-2-carboxylic acid